FCCN1C(=NC=2C1=NC(=CC2)C=2C=CN1N=C(N=CC12)N[C@@H]1CC[C@@H](CC1)NC)C cis-N1-(5-(3-(2-fluoroethyl)-2-methyl-3H-imidazo[4,5-b]pyridin-5-yl)pyrrolo[2,1-f][1,2,4]triazin-2-yl)-N4-methylcyclohexane-1,4-diamine